C(C)C=1N=C(C2=C(N1)SC(=C2)C)NCCCC2=CC=C(C=C2)C2=CC=C(C=C2)OC(F)(F)F 2-ethyl-6-methyl-N-(3-(4'-(trifluoromethoxy)-[1,1'-biphenyl]-4-yl)propyl)thieno[2,3-d]pyrimidin-4-amine